C[C@@H]1CN(C(=CC1)S(=O)(=O)C(F)(F)F)C(=O)OC(C)(C)C tert-butyl (3S)-3-methyl-6-(trifluoromethylsulfonyl)-3,4-dihydro-2H-pyridine-1-carboxylate